1-(2-(2,5-dimethyl-1-phenethyl-1H-pyrrol-3-yl)-2-oxoethyl)-6-oxo-1,6-dihydropyridine-3-carbonitrile CC=1N(C(=CC1C(CN1C=C(C=CC1=O)C#N)=O)C)CCC1=CC=CC=C1